(cis)-3-((4-(2-(ethoxymethoxy)-4-(trifluoromethyl)phenyl)-5,6,7,8-tetrahydrophthalazine-1-yl)amino)-1-methylcyclobutan-1-ol C(C)OCOC1=C(C=CC(=C1)C(F)(F)F)C1=NN=C(C=2CCCCC12)NC1CC(C1)(O)C